2,5-difluoro-4-bromoiodobenzene FC1=C(C=C(C(=C1)Br)F)I